tert-butyl ((4-(N-cyanocarbamimidoyl)thiophen-2-yl)methyl)carbamate C(#N)NC(=N)C=1C=C(SC1)CNC(OC(C)(C)C)=O